ClC=1C(=C2C=NNC2=CC1F)OC=1N=CC=C2C(=C(C(=NC12)OC[C@H]1N(CCC1)C)C#N)N1CCNCC1 (S)-8-((5-chloro-6-fluoro-1H-indazol-4-yl)oxy)-2-((1-methylpyrrolidin-2-yl)methoxy)-4-(piperazin-1-yl)-1,7-naphthyridine-3-carbonitrile